FC1(CC(CCC1)N(C1=CC=CC=C1)C(CC1(CCN(CC1)C(CC1=C(C=CC=C1)F)=O)C(=O)O)=O)F 4-[2-(N-[3,3-difluorocyclohexyl]anilino)-2-oxo-ethyl]-1-[2-(2-fluorophenyl)acetyl]piperidine-4-carboxylic acid